ClC=1C(=C2CC(CC2=CC1)NC=1C=CC(=NC1)[C@@H](C(F)(F)F)N1C(CCC1)=O)F (3S)-1-((1S)-1-(5-((5-chloro-4-fluoro-2,3-dihydro-1H-inden-2-yl)amino)pyridin-2-yl)-2,2,2-trifluoroethyl)-2-oxopyrrolidin